C(C)(C)(C)OC(=O)N1CC(C(CC1)=O)C=1C=NN(C1)C 3-(1-methyl-1H-pyrazol-4-yl)-4-oxopiperidine-1-carboxylic acid tert-butyl ester